peroxy-decanoic acid C(CCCCCCCCC)(=O)OO